N-[3-(difluoromethoxy)-4-({(3S)-3-[(2S)-1,2-dihydroxypropan-2-yl]piperidin-1-yl}methyl)phenyl]-1-(4-fluorophenyl)-3-methyl-1H-pyrazole-4-carboxamide FC(OC=1C=C(C=CC1CN1C[C@H](CCC1)[C@](CO)(C)O)NC(=O)C=1C(=NN(C1)C1=CC=C(C=C1)F)C)F